FC1=C2C(C(=O)N(C2=O)O)=C(C(=C1F)F)F 3,4,5,6-tetrafluoro-N-hydroxyphthalimide